FC1=C(C(=CC(=C1)NC(=O)N1CCC(CC1)C)C=1N=NNN1)C1=CC(=C(C=C1)OC)OC N-(2-fluoro-3',4'-dimethoxy-6-(2H-tetrazol-5-yl)-[1,1'-biphenyl]-4-yl)-4-methylpiperidine-1-carboxamide